3-Methyloctacosane CC(CC)CCCCCCCCCCCCCCCCCCCCCCCCC